O1C(CCCC1)N1N=CC(=C1)C1=CC=C(N=N1)CC=1OC=C(N1)C(=O)O 2-((6-(1-(tetrahydro-2H-pyran-2-yl)-1H-pyrazol-4-yl)pyridazin-3-yl)methyl)oxazole-4-carboxylic acid